1-methyl-3,9-dihydro-1H-purine-2,6-dione CN1C(NC=2NC=NC2C1=O)=O